C(C)O[Si](C(CCCC)CCl)(OCC)OCC triethoxy(chloromethylpentyl)-silane